C(N)(=S)C1CC2(CN(C2)C(=O)OC(C)(C)C)C1 Tert-Butyl 6-carbamothioyl-2-azaspiro[3.3]heptane-2-carboxylate